rac-(4R,5S)-5-(3,4-difluoro-2-methoxyphenyl)-2,2-dimethyl-1,3-oxathiolane-4-carboxylic acid FC=1C(=C(C=CC1F)[C@H]1[C@@H](SC(O1)(C)C)C(=O)O)OC |r|